FC(C1=CC(=NN1)CN(C(=O)NC1=CC(=C(C=C1)F)C(F)F)C=1N=NC(=CC1)OC)F ((5-(Difluoromethyl)-1H-pyrazol-3-yl)methyl)-3-(3-(difluoromethyl)-4-fluorophenyl)-1-(6-methoxypyridazin-3-yl)urea